NC=1C2=C(N=CN1)N(C(=C2C2=CC=C(C=C2)C(=O)N2[C@H](CCC2)C#C)C=2C(=NC(=NC2)C#C)C)C |r| racemic-(4-(4-amino-6-(2-ethynyl-4-methylpyrimidin-5-yl)-7-methyl-7H-pyrrolo[2,3-d]pyrimidin-5-yl)phenyl)(2-ethynylpyrrolidin-1-yl)methanone